BrC1=CN=CC(=N1)N1CC2(CN(C2)C(=O)OC(C)(C)C)C1 tert-Butyl 6-(6-bromopyrazin-2-yl)-2,6-diazaspiro[3.3]heptane-2-carboxylate